BrC1=CC(=C(C=C1)C=1N=C2N(C=CC(=C2)Cl)C1C[C@H]1CNCCO1)Cl (S)-2-((2-(4-bromo-2-chlorophenyl)-7-chloroimidazo[1,2-a]pyridin-3-yl)methyl)morpholine